N-{(2S,3R,4S)-1-(azetidine-1-carbonyl)-2-[(2,3'-difluoro[1,1'-biphenyl]-3-yl)methyl]-4-fluoropyrrolidin-3-yl}ethanesulfonamide N1(CCC1)C(=O)N1[C@H]([C@H]([C@H](C1)F)NS(=O)(=O)CC)CC=1C(=C(C=CC1)C1=CC(=CC=C1)F)F